P(=O)(OC=C)(OC(F)(F)F)OC(F)(F)F vinyl bis(trifluoromethyl) phosphate